FC1=C(C(=O)NC=2C=CC(=NC2)C=2N=NN(C2NC(O[C@H](C)C=2C(=NC=C(C2)F)F)=O)C)C=C(C=N1)C(F)(F)F (R)-1-(2,5-difluoropyridin-3-yl)ethyl (4-(5-(2-fluoro-5-(trifluoromethyl)nicotinamido)pyridin-2-yl)-1-methyl-1H-1,2,3-triazol-5-yl)carbamate